FC1=CC=C(C=C1)C(=C1CCN(CC1)CCC=1N=NN(C1)S(=O)(=O)C1=CC=C(C(=O)NCC#C)C=C1)C1=CC=C(C=C1)F 4-((4-(2-(4-(bis(4-fluorophenyl)methylene)piperidin-1-yl)ethyl)-1H-1,2,3-triazol-1-yl)sulfonyl)-N-(prop-2-yn-1-yl)benzamide